N[C@@H]1CC[C@H](CC1)C(=O)O trans-para-aminocyclohexyl-carboxylic acid